3-cyano-3-cyclopropyl-2-oxopropanoic acid ethyl ester C(C)OC(C(C(C1CC1)C#N)=O)=O